FC(OCCN1N=CC(=C1)[N+](=O)[O-])F 1-(2-(difluoromethoxy)ethyl)-4-nitro-1H-pyrazole